(12E)-1-oxacyclohexadecan-12-en-2-one O1C(CCCCCCCCC\C=C\CCC1)=O